FC(OC=1C=C(C=C2NC(C(=NC12)CC)=O)C(=O)OC)F methyl 8-(difluoromethoxy)-2-ethyl-3-oxo-3,4-dihydroquinoxaline-6-carboxylate